C1(CC1)N1C(=O)N(C=2N=C(NC2C1=O)C=1C=NC(=CC1)NCC1CN(C(C1)=O)C)CCC cyclopropyl-8-(6-(((1-methyl-5-oxo-3-pyrrolidinyl)methylamino))-3-pyridyl)-3-propylxanthine